N-(4-bromophenyl)-3-(3-methoxy-4-((6-(trifluoromethyl)pyrimidin-4-yl)oxy)phenyl)acrylamide BrC1=CC=C(C=C1)NC(C=CC1=CC(=C(C=C1)OC1=NC=NC(=C1)C(F)(F)F)OC)=O